CC1=C(C=NC2=CC=CC=C12)C=1C=C2CCC3(CCN(CC3)C(=O)OC(C)(C)C)OC2=CC1 tert-Butyl 6-(4-methyl-3-quinolyl)spiro[chromane-2,4'-piperidine]-1'-carboxylate